9,13-dimethyl-25-(methylamino)-14-oxa-3,4,9,20,22,26,30,32-octazahexacyclo[19.6.2.12,5.14,8.115,19.024,28]dotriaconta-1(27),2,5(32),6,8(31),15(30),16,18,21,23,25,28-dodecaen-10-one CN1C=2C=CC=3N(N=C(C4=CN=C(C5=CN=C(NC6=CC=CC(OC(CCC1=O)C)=N6)C=C45)NC)N3)C2